O=C1COC2=C(C(N1)C(=O)O)C=CC=C2 3-oxo-2,3,4,5-tetrahydro-1,4-benzoxazepine-5-carboxylic acid